C(C)(=O)C1=CN(C2=CC=C(C=C12)C#CC=1C=NC=NC1)CC(=O)N(C(C)C)CC(=O)NCC1=C(C(=CC=C1)Cl)F 2-(3-acetyl-5-(pyrimidin-5-ylethynyl)-1H-indol-1-yl)-N-(2-((3-chloro-2-fluorobenzyl)amino)-2-oxoethyl)-N-isopropylacetamide